ClC1=CC=C(C(=N1)C(=O)N)N[C@H](C)C1=CC(=CC=2C(C(=C(OC21)C21CC(C2)(C1)C(F)(F)F)C)=O)C 6-chloro-3-[[(1R)-1-[3,6-dimethyl-4-oxo-2-[3-(trifluoromethyl)-1-bicyclo[1.1.1]pentyl]benzopyran-8-yl]ethyl]amino]pyridine-2-carboxamide